O1C2=C(OCC1)C=C(C=C2)NC2=NC=CC=1C(=C(C=CC21)C)N N1-(2,3-dihydrobenzo[b][1,4]dioxin-6-yl)-6-methylisoquinoline-1,5-diamine